(R)-(1-(2-amino-2-oxoethyl)piperidin-3-yl)carbamic acid tert-butyl ester C(C)(C)(C)OC(N[C@H]1CN(CCC1)CC(=O)N)=O